((9Z,12Z)-octadeca-9,12-dien-1-yl) carbamate C(N)(OCCCCCCCC\C=C/C\C=C/CCCCC)=O